(E)-N-(2-butoxyphenyl)-N-(cyclopropylmethyl)-3-(3,4-dimethoxyphenyl)acrylamide C(CCC)OC1=C(C=CC=C1)N(C(\C=C\C1=CC(=C(C=C1)OC)OC)=O)CC1CC1